C[C@@H](N)C=1OC=C2C1C=CC=C2 (αR)-α-methyl-2-benzofuranmethanamine